NC1=NC=2C3=C(C(CC2C=N1)(C)C)C(=NN3)C(=O)NC3=CC=C(C(=O)O)C=C3 4-{[(8-amino-4,4-dimethyl-4,5-dihydro-1H-pyrazolo[4,3-H]quinazolin-3-yl)carbonyl]amino}benzoic acid